COC=1C=C(C=NC1C=1SC=CN1)NC(OC(C)C)=O isopropyl N-(5-methoxy-6-thiazol-2-yl-3-pyridyl)carbamate